ethyl (4-((4-(2-(methyl-d3)-6-(methylcarbamoyl)pyridin-3-yl)piperazin-1-yl)methyl)thiazol-2-yl)carbamate C(C1=NC(=CC=C1N1CCN(CC1)CC=1N=C(SC1)NC(OCC)=O)C(NC)=O)([2H])([2H])[2H]